COC=1N(C(N(N1)CC1=CC=C(C=C1)C1=NOC(=N1)C(F)(F)F)=O)C 5-methoxy-4-methyl-2-[[4-[5-(trifluoromethyl)-1,2,4-oxadiazol-3-yl]phenyl]methyl]-1,2,4-triazol-3-one